tert-butyl (R)-(1-(5-(6-(3-cyanopyrrolo[1,2-b]pyridazin-7-yl)-4-(isopropylamino) pyridin-3-yl)-1,3,4-thiadiazole-2-carbonyl)pyrrolidin-3-yl)carbamate C(#N)C1=CC=2N(N=C1)C(=CC2)C2=CC(=C(C=N2)C2=NN=C(S2)C(=O)N2C[C@@H](CC2)NC(OC(C)(C)C)=O)NC(C)C